N[C@@H](C)C=1N(CC2=C(C=CC=C2C1)Cl)C1CC1 (S)-3-(1-aminoethyl)-8-chloro-2-cyclopropylisoquinoline